NC=1C(N(C=CC1)CC1=NC2=C(N1)C=CC=C2C(C(C)C)O)=O 3-amino-1-((4-(1-hydroxy-2-methylpropyl)-1H-benzo[d]imidazol-2-yl)methyl)pyridin-2(1H)-one